C(#N)C1=C(C=C(C=C1)OC1=CC=CC=C1)C1=CC=C(C=C1)CN(C(CCCC)=O)[C@H](C(=O)OC)C(C)C (S)-Methyl 2-(N-((2'-cyano-5'-phenoxy-[1,1'-biphenyl]-4-yl)methyl)pentanamido)-3-methylbutanoate